methoxy-N-(4-methoxybenzyl)-4-(1-methyl-3-phenyl-1H-pyrazol-4-yl)pyrido[3,2-d]pyrimidin-6-amine COC=1N=C(C2=C(N1)C=CC(=N2)NCC2=CC=C(C=C2)OC)C=2C(=NN(C2)C)C2=CC=CC=C2